5-Fluoro-1-(4'-(methylsulfonyl)-[1,1'-biphenyl]-4-yl)-1H-indazol-6-ol FC=1C=C2C=NN(C2=CC1O)C1=CC=C(C=C1)C1=CC=C(C=C1)S(=O)(=O)C